1-isopropyl-N,5-dimethyl-N-pyridazin-4-yl-pyrazole-4-carboxamide C(C)(C)N1N=CC(=C1C)C(=O)N(C1=CN=NC=C1)C